CN1C(N(C2=C1C(=CC=C2)OC2CCNCC2)C2CNCCC2)=O 3-[3-methyl-2-oxo-4-(4-piperidyloxy)benzimidazol-1-yl]piperidine